COC1=C(C=CC(=C1)N1CCN(CC1)C)NC1=NC=CC(=C1)NC1=CC(=CC=C1)C1=NC=CC=C1 N2-(2-Methoxy-4-(4-methylpiperazin-1-yl)phenyl)-N4-(3-(pyridin-2-yl)phenyl)pyridine-2,4-diamine